N-[5-(amino-sulfonyl)-4-methyl-1,3-thiazol-2-yl]-N-methyl-2-[4-(2-pyridinyl)phenyl]acetamide monomesylate monohydrate O.S(C)(=O)(=O)O.NS(=O)(=O)C1=C(N=C(S1)N(C(CC1=CC=C(C=C1)C1=NC=CC=C1)=O)C)C